C(C)(C)(C)OC(NCC1=NC=CC(=C1)C1CC(C1)C1=NC(=CC=C1)N1C[C@@H](O[C@@H](C1)C)C)=O tert-butyl((4-((1R,3r)-3-(6-((2S,6R)-2,6-dimethylmorpholino)pyridin-2-yl)cyclobutyl)pyridin-2-yl)methyl)carbamate